COC1=CC=C(C2=C1NC(=N2)NC(=O)N2CC(CC2)COC)C2CCOCC2 N-[7-methoxy-4-(oxan-4-yl)-1H-1,3-benzodiazol-2-yl]-3-(methoxymethyl)pyrrolidine-1-carboxamide